((((((2S)-1-((1-ethyl-3,3-difluoropiperidin-4-yl) oxy)-1-oxopropan-2-yl) amino) (phenoxy) phosphoryl) oxy) methyl) tetrahydrofuran-3,4-diyldipropionate O1CC(C(C1)CCC(=O)[O-])CCC(=O)OCOP(=O)(OC1=CC=CC=C1)N[C@H](C(=O)OC1C(CN(CC1)CC)(F)F)C